N-(3-fluorophenyl)-N'-(6-methyl-3-pyridinyl)-N-[1-({6-[4-(4-morpholinylsulfonyl)phenoxy]-3-pyridinyl}methyl)-4-piperidinyl]urea FC=1C=C(C=CC1)N(C(=O)NC=1C=NC(=CC1)C)C1CCN(CC1)CC=1C=NC(=CC1)OC1=CC=C(C=C1)S(=O)(=O)N1CCOCC1